OCC1=C(C=C(OCCCC(=O)N)C=C1)OC 4-[4-(hydroxymethyl)-3-methoxy-phenoxy]butanamide